1-(5-carboxypentyl)-4-methylpyridine C(=O)(O)CCCCCN1CC=C(C=C1)C